N[C@H]1[C@@H]2N(C[C@H]1CC2)C(=O)C2=CC1=C(N(C(=N1)C=1N(C3=CC(=CC=C3C1)C1=CC(=C(C(=C1)F)O)F)CC1CC1)C)C(=C2)OC 4-(2-{5-[(1R,4R,7R)-7-amino-2-azabicyclo[2.2.1]heptane-2-carbonyl]-7-methoxy-1-methyl-1H-1,3-benzodiazol-2-yl}-1-(cyclopropylmethyl)-1H-indol-6-yl)-2,6-difluorophenol